N4-(5-chloro-2-fluoro-4-((3-fluorobenzyl)oxy)phenyl)-7-(3-morpholinopropoxy)quinazoline-4,6-diamine ClC=1C(=CC(=C(C1)NC1=NC=NC2=CC(=C(C=C12)N)OCCCN1CCOCC1)F)OCC1=CC(=CC=C1)F